NC1=CC=C(C(=N1)CN(C)C)N1CCC(CC1)(O)COC 1-(6-amino-2-((dimethylamino)methyl)pyridin-3-yl)-4-(methoxymethyl)piperidin-4-ol